CN(C)CC1CN(CC1)C1=C(C=C(C(=C1)F)C=1C=NC(=NC1)N1CCOCC1)NC(=O)C1=CNC(C=C1C(F)(F)F)=O N-[2-[3-[(dimethylamino)methyl]pyrrolidin-1-yl]-4-fluoro-5-(2-morpholin-4-ylpyrimidin-5-yl)phenyl]-6-oxo-4-(trifluoromethyl)-1H-pyridine-3-carboxamide